COC(=O)C=1C=C(C=CC1)B(O)O 3-(methoxycarbonyl)phenylboronic acid